COCCN1C[C@H]([C@@H](C1)C1=CC(=C(C(=C1)F)F)F)NC(=O)NC=1N(NC(C1C)=O)C1=CC=CC=C1 1-((3S,4R)-1-(2-methoxyethyl)-4-(3,4,5-trifluorophenyl)pyrrolidin-3-yl)-3-(4-methyl-5-oxo-2-phenyl-2,5-dihydro-1H-pyrazol-3-yl)urea